7-[(2E)-4-(tert-butoxy)-4-oxobut-2-en-2-yl]-3-[3-fluoro-4-(methanesulfonylmethyl)phenyl]-1H-indole-2-carboxylic acid ethyl ester C(C)OC(=O)C=1NC2=C(C=CC=C2C1C1=CC(=C(C=C1)CS(=O)(=O)C)F)\C(\C)=C\C(=O)OC(C)(C)C